7-cyclobutyl-2-oxo-8-phenoxy-1,2-dihydroquinoline-3-carboxylic acid C1(CCC1)C1=CC=C2C=C(C(NC2=C1OC1=CC=CC=C1)=O)C(=O)O